3-(5-(2-phenylquinolin-4-yl)-1,2,4-oxadiazol-3-yl)pyrrolidine-1-carbonitrile C1(=CC=CC=C1)C1=NC2=CC=CC=C2C(=C1)C1=NC(=NO1)C1CN(CC1)C#N